methyl (S)-3-(8-chloro-6-(2-fluorophenyl)-1-(prop-2-yn-1-ylthio)-4H-benzo[f][1,2,4]triazolo[4,3-a][1,4]diazepin-4-yl)propionate ClC=1C=CC2=C(C(=N[C@H](C=3N2C(=NN3)SCC#C)CCC(=O)OC)C3=C(C=CC=C3)F)C1